2-hexadecyl-3-octadecyloxirane C(CCCCCCCCCCCCCCC)C1OC1CCCCCCCCCCCCCCCCCC